C12NCC(CC1)C2N 2-azabicyclo[2.2.1]heptan-7-amin